ClC=1C(=NC(=CC1C(F)(F)F)N1C[C@H](OCC1)C)N1C(N(C(=C1)C)CC=1C=NN(C1)CC)=O 1-{3-chloro-6-[(2R)-2-methylmorpholin-4-yl]-4-(trifluoromethyl)pyridin-2-yl}-3-[(1-ethyl-1H-pyrazol-4-yl)methyl]-4-methyl-1,3-dihydro-2H-imidazol-2-one